tert-butyl 4-[(R)-(5-chloro-2-pyridyl)-cyclopropyl-methyl]-4-hydroxy-piperidine-1-carboxylate ClC=1C=CC(=NC1)[C@H](C1(CCN(CC1)C(=O)OC(C)(C)C)O)C1CC1